C(#N)C=1C2=C(SC1NC(OC(C)(C)C)=O)C(=CC=C2C2=C(C=C1C(=NC(=NC1=C2F)OC[C@]21CCCN1C[C@@H](C2)F)O)C(F)(F)F)F tert-butyl (3-cyano-7-fluoro-4-(8-fluoro-2-(((2R,7aS)-2-fluorotetrahydro-1H-pyrrolizin-7a(5H)-yl)methoxy)-4-hydroxy-6-(trifluoromethyl)quinazolin-7-yl)benzo[b]thiophen-2-yl)carbamate